3,4-dimethyl-cyclopentane-1,2-dione CC1C(C(CC1C)=O)=O